5-[3-[[1-[(3-aminophenyl)methylsulfonyl]-4-piperidyl]oxy]phenyl]-3-(carboxymethoxy)-4-chloro-thiophene-2-carboxylic acid NC=1C=C(C=CC1)CS(=O)(=O)N1CCC(CC1)OC=1C=C(C=CC1)C1=C(C(=C(S1)C(=O)O)OCC(=O)O)Cl